N,N'-bis(4-aminophenyl)-6-aminobenzimidazole NC1=CC=C(C=C1)N1CN(C2=C1C=C(C=C2)N)C2=CC=C(C=C2)N